C(C1=CC=CC=C1)N([C@H]1CO[C@@H](OC1)C(=O)[O-])CC1=CC=CC=C1.[Li+] lithium trans-5-(dibenzylamino)-1,3-dioxane-2-carboxylate